O1COCC2=C1C=CC=C2COC2=NC(=NC(=C2)C2=CC(=CC=C2)OC)N (benzo[d][1,3]dioxin-5-ylmethoxy)-6-(3-methoxyphenyl)pyrimidin-2-amine